8-(1,1-dicyclohexylpropoxycarbonylmethyloxycarbonyl)-11,12-dioxo-tetracyclo[4.4.0.12,5.17,10]-3-dodecene C1(CCCCC1)C(CC)(OC(=O)COC(=O)C1C2C3C4C=CC(C3C(C1)C2=O)C4=O)C4CCCCC4